BrC1=C2CC(N(C2=C2C(=C1)C(=CC=C2)F)C(=O)OC(C)(C)C)=O tert-Butyl 4-bromo-6-fluoro-2-oxobenzindole-1(2H)-carboxylate